C1(CCCC2C3CCC=CC3=CC=C12)(C1CCCC2C3CCC=CC3=CC=C12)C(=O)N BIS-OCTAHYDROPHENANTHRENECARBOXAMIDE